6-(Benzylthio)-8-fluoroimidazo[1,2-a]pyridine-3-carboxylic acid C(C1=CC=CC=C1)SC=1C=C(C=2N(C1)C(=CN2)C(=O)O)F